C(C)OC(=O)C=1C=C(C2=C(C=CO2)C1)Br 7-bromobenzofuran-5-carboxylic acid ethyl ester